N[C@@H]1[C@@H](OCC12CCN(CC2)C2=C(N=C1C(=N2)NN=C1C1=C(C2=C(N(N=C2C=C1)C)Cl)Cl)CO)C {6-[(3S,4S)-4-Amino-3-methyl-2-oxa-8-azaspiro[4.5]decan-8-yl]-3-(3,4-dichloro-2-methyl-2H-indazol-5-yl)-1H-pyrazolo[3,4-b]pyrazin-5-yl}methanol